CC1(C(N2C(C=3C=CC=CC13)=NC1=C2C=CC=C1)=C=O)CC=O 2-(5-methyl-6-carbonyl-5,6-dihydrobenzo[4,5]imidazo[2,1-a]isoquinolin-5-yl)acetaldehyde